C1(C=CC2=CC=CC=C12)C=O 1H-indenecarboxaldehyde